C(N)(=N)C1=CC=C(OCCCCCOC=2C=NC(=NC2)C(N)=N)C=C1 5-((5-(4-carbamimidoylphenoxy)-pentyl)oxy)pyrimidine-2-carboximidamide